C1(=CC=CC=C1)[B-](C1=CC=CC=C1)(C1=CC=CC=C1)C1=CC=CC=C1.CC=1C(=C(C=CC1)[PH3+])C (dimethylphenyl)phosphonium tetra(phenyl)borate